OC(CC)S(=O)(=O)[O-] hydroxy-1-propanesulfonate